7H-pyrrolo[2,3-d]pyrimidine-6-carbonitrile N1=CN=CC2=C1NC(=C2)C#N